CC1(O[C@@H]([C@H](O1)CO)CO)C (-)-2,3-O-isopropylidene-D-threitol